(S)-3-methyl-2-(2-(1-methyl-4,5,6,7-tetrahydro-1H-benzo[d][1,2,3]triazol-6-yl)-2H-pyrazolo[3,4-b]pyrazin-6-yl)-5-(trifluoromethyl)phenol CC=1C(=C(C=C(C1)C(F)(F)F)O)C=1C=NC=2C(N1)=NN(C2)[C@H]2CCC1=C(N(N=N1)C)C2